C1(CC1)C1=C(C(=NO1)C1=C(C=CC=C1Cl)Cl)COC12CCC(CC1)(CC2)I 5-cyclopropyl-3-(2,6-dichlorophenyl)-4-(((4-iodobicyclo[2.2.2]oct-1-yl)oxy)methyl)isoxazole